[Cl-].[Cl-].C[SiH](C)[Zr+2](C1C(=CC2=C(C=CC=C12)C1=CC=CC2=CC=CC=C12)CC)C1C(=CC2=C(C=CC=C12)C1=CC=CC2=CC=CC=C12)CC dimethylsilyl-bis(2-ethyl-4-naphthyl-1-indenyl)zirconium dichloride